(2-fluoro-4-formyl-phenyl)boronic acid FC1=C(C=CC(=C1)C=O)B(O)O